ClC=1C=C2C(=C3C1NC(NC31CCCCC1)=O)OC(=N2)CN2C(CCCC2)CO 5-chloro-2-{[2-(hydroxymethyl)piperidin-1-yl]methyl}-7,8-dihydro-6H-spiro[[1,3]oxazolo[5,4-f]quinazoline-9,1'-cyclohexan]-7-one